ethyl 2-(2-((7-(3-(aminomethyl)phenyl)-4-((tetrahydrofuran-2-yl)methoxy)benzofuran-5-yl)methoxy)phenyl)acetate NCC=1C=C(C=CC1)C1=CC(=C(C=2C=COC21)OCC2OCCC2)COC2=C(C=CC=C2)CC(=O)OCC